3-methylhept-4-enal CC(CC=O)C=CCC